FC(C1=NC(=NO1)C=1C=C2CC[C@H](C2=CC1)NC(=O)N1CCOCC1)F (R)-N-(5-(5-(difluoromethyl)-1,2,4-oxadiazol-3-yl)-2,3-dihydro-1H-inden-1-yl)morpholine-4-carboxamide